CC(C)(C(C)(C1=CC=C(C=C1)C)C)C1=CC=C(C=C1)C 2,3-dimethyl-2,3-di-(p-methylphenyl)-butane